5-(3-(2,2-Difluoroethyl)-2-methyl-3H-imidazo[4,5-b]pyridin-5-yl)-N-((3S,4R)-4-fluoropiperidin-3-yl)pyrrolo[2,1-f][1,2,4]triazin-2-amine FC(CN1C(=NC=2C1=NC(=CC2)C=2C=CN1N=C(N=CC12)N[C@H]1CNCC[C@H]1F)C)F